BrC1=CC=NN=N1 2-bromo-4,3,5-triazine